FC1=CC=C(C=C1)C1=NN(C=C1C=1C2=C(N=CN1)OC(=C2)C=2N=CN(C2)C)[C@@H]2C[C@H](C2)OCC2=CC=CC=C2 3-(4-fluorophenyl)-4-[6-(1-methylimidazol-4-yl)furo[2,3-d]pyrimidin-4-yl]-1-[(trans)-3-(benzyloxy)cyclobutyl]pyrazole